C(CCCCC)OC(C(=C(C1=CC=CC=C1)C1=CC=CC=C1)C#N)=O Hexyl-2-cyano-3,3-diphenyl-acrylate